1-ethyl-2-(isocyanatomethyl)benzene C(C)C1=C(C=CC=C1)CN=C=O